FC(COC1OC(OCC1)=O)=C 4-(2-fluoroallyloxy)-1,3-dioxan-2-one